C(C)(C)(C)N1C(C[C@H](C1=O)C[C@@H](C(=O)N(C)OC)NC(=O)OC(C)(C)C)(C)C |o1:7| tert-butyl-(R*)-4-((S)-2-((tert-butoxycarbonyl)amino)-3-(methoxy(methyl)amino)-3-oxopropyl)-2,2-dimethyl-5-oxopyrrolidine